ethyl 1-methyl-7-(methylamino)pyrrolo[2,3-c]pyridine-2-carboxylate CN1C(=CC=2C1=C(N=CC2)NC)C(=O)OCC